BrC1=C(C#N)C=CC=C1CBr 2-bromo-3-(bromomethyl)benzonitrile